CNC(OC(C[C@@H]1CC[C@H](CC1)O)(C)C)=O trans-(4-hydroxy-cyclohexyl)-tert-butyl methylcarbamate